Di(hydroxyphenyl) ketone OC1=C(C=CC=C1)C(=O)C1=C(C=CC=C1)O